The molecule is an O-glycosyl-L-threonine having N-acetyl-beta-D-glucosaminyl as the glycosyl component. It is a non-proteinogenic L-alpha-amino acid, a monosaccharide derivative and an O-glycosyl-L-threonine. C[C@H]([C@@H](C(=O)O)N)O[C@H]1[C@@H]([C@H]([C@@H]([C@H](O1)CO)O)O)NC(=O)C